CCNC(=O)C=1C=CC=C2C=CN=CC12 N-(2-ethyl)isoquinoline-8-carboxamide